racemic-2-amino-2-(3-bromophenyl)acetic acid N[C@@H](C(=O)O)C1=CC(=CC=C1)Br |r|